P(=O)([O-])([O-])[O-].[Na+].C(C1=CC(=CC(=C1)C(C)(C)C)C(C)(C)C)C1=CC(=CC(=C1)C(C)(C)C)C(C)(C)C.[Na+].[Na+] 2,2'-methylene-bis(4,6-di-tert-butylbenzene) sodium phosphate